C1(CCCCC1)NC1=NC=2C=C(C(=CC2C2=C1CCC2)OC)OCCCN2CCCC2 N-cyclohexyl-8-methoxy-7-(3-(pyrrolidin-1-yl)propoxy)-2,3-dihydro-1H-cyclopenta[c]quinolin-4-amine